C(C)(=[Se])[O-] selenoacetate